4,6-dichloro-5-(2,2-diethoxyethyl)pyrimidin-2-amine ClC1=NC(=NC(=C1CC(OCC)OCC)Cl)N